COC(=O)[C@@H]1C[C@H]2OCCN1C2.IC(CCCN2C(C=1C(C2=O)=CC=CC1)=O)C N-4-iodopentyl-phthalimide methyl-(5R,7S)-4-oxa-1-azabicyclo[3.2.1]octane-7-carboxylate